C(C)(=O)OC1CCC=CCCC1 5-acetyloxycyclooct-1-ene